P(OC(C)C)(OCCC=NO)=O isopropyl (3-(hydroxyimino) propyl) phosphonate